C(C1=CC=CC=C1)C(C(=O)O)CCCNC(=O)C1=CC=C2C(=CC(=NC2=C1)C1=CC=C(C=C1)F)Cl 2-benzyl-5-(4-chloro-2-(4-fluorophenyl)quinoline-7-carboxamido)pentanoic acid